(4-((3-methylbenzyl)amino)phenyl)acetic acid CC=1C=C(CNC2=CC=C(C=C2)CC(=O)O)C=CC1